2-(2,6-dioxopiperidin-3-yl)-5-(3-(2-(4-((1r,3r)-3-((5-(5-methyl-5H-pyrido[4,3-b]indol-7-yl)pyridin-2-yl)oxy)cyclobutoxy)piperidin-1-yl)-2-oxoethoxy)azetidin-1-yl)isoindoline-1,3-dione O=C1NC(CCC1N1C(C2=CC=C(C=C2C1=O)N1CC(C1)OCC(=O)N1CCC(CC1)OC1CC(C1)OC1=NC=C(C=C1)C=1C=CC=2C3=C(N(C2C1)C)C=CN=C3)=O)=O